C(CC)(=O)SCC=C S-prop-2-enyl thiopropionate